NC1CCC(CC1)(C(=O)OC)CC=1C(=NC=CC1)OC methyl 4-amino-1-[(2-methoxy-3-pyridyl)methyl]cyclohexanecarboxylate